C1=CC=CC=2C=CC=3C(=C4C=CC=CC4=NC3C21)CCCCCCCCCCCCCCCCCCCCC2=C1C=CC=CC1=NC=1C3=C(C=CC21)C=CC=C3 1,20-bis(7-benzo[c]acridinyl)eicosane